CN(C)[Si](C1=CC=CC=C1)(C)N(C)C bis-(dimethylamino)-methylphenylsilane